FC(C(C)(C)O)(F)C1=CC=C(C=C1)N1CC=2C(=NC(=CC2C1=O)C)C1=C(C=CC=C1)OCC(F)(F)F 2-[4-(1,1-difluoro-2-hydroxy-2-methylpropyl)phenyl]-6-methyl-4-[2-(2,2,2-trifluoroethoxy)phenyl]-2,3-dihydro-1H-pyrrolo[3,4-c]pyridin-1-one